C(C)C1=C(OCC2=NNC(N2)=S)C=CC=C1 3-[(2-ethylphenoxy)methyl]-1H-1,2,4-triazole-5(4H)-thione